N-[5-(Diethylsulfamoyl)-2-methylthiophen-3-yl]-2-(4-fluorobenzenesulfonamido)acetamide C(C)N(S(=O)(=O)C1=CC(=C(S1)C)NC(CNS(=O)(=O)C1=CC=C(C=C1)F)=O)CC